The molecule is a 15-membered cyclodepsipeptide isolated from the culture broth of Penicillium sp. It exhibits significant immunosuppressive effect on T-cell activiation. It has a role as an immunosuppressive agent and a Penicillium metabolite. It is a cyclodepsipeptide and a macrocycle. CCCCCCCCCCCCC[C@@H]1[C@@H]([C@H]([C@H](C(=O)N[C@H](C(=O)N[C@H](C(=O)N[C@H](C(=O)O1)COC(=O)C)[C@@H](C)O)C(C)C)C)O)C